C(#N)[C@H](C[C@H]1C(NCCC1)=O)NC(=O)[C@H]1N([C@@H]2CC([C@H]1CC2)(F)F)C([C@@H](C)NC2=C(C=CC(=C2)F)F)=O (1S,3S,4S)-N-[(1S)-1-cyano-2-[(3S)-2-oxo-3-piperidyl]ethyl]-2-[(2R)-2-(2,5-difluoroanilino)propanoyl]-5,5-difluoro-2-azabicyclo[2.2.2]octane-3-carboxamide